Formaldehyde, hydrate O.C=O